N,N'-di-tert-butylethylenediamide C(C)(C)(C)[N-]CC[N-]C(C)(C)C